N-(3-chlorophenyl)-5-({2-[(3-chlorophenyl)carbamoyl]-1,3-dioxo-2,3-dihydro-1H-inden-5-yl}sulfonyl)-1,3-dioxo-2,3-dihydro-1H-indene-2-carboxamide ClC=1C=C(C=CC1)NC(=O)C1C(C2=CC=C(C=C2C1=O)S(=O)(=O)C=1C=C2C(C(C(C2=CC1)=O)C(NC1=CC(=CC=C1)Cl)=O)=O)=O